C1(=CC=CC=2C3=CC=CC=C3CC12)COC(=O)NCC(=O)NCOC1(CC1)C(=O)OCC1=CC=CC=C1 Benzyl 1-((2-((((9H-fluorenyl)methoxy)carbonyl)amino)acetamido)methoxy)cyclopropane-1-carboxylate